7-cyclopropyl-1-(2-methylpyridin-3-yl)-4-((3-morpholinopropyl)amino)-quinazolin-2(1H)-one C1(CC1)C1=CC=C2C(=NC(N(C2=C1)C=1C(=NC=CC1)C)=O)NCCCN1CCOCC1